FC=1C=C(C#N)C=C(C1)OCC(F)(F)F 3-fluoro-5-(2,2,2-trifluoroethoxy)benzonitrile